COC1=CC=C(C=C1)C1(CC1)C1=NOC(=N1)CC(C(=O)OC(C)(C)C)=C tert-butyl 2-((3-(1-(4-methoxyphenyl)cyclopropyl)-1,2,4-oxadiazol-5-yl)methyl)acrylate